N1(C=NC=C1)CC1=CC(=C2CCN(CC2=C1)C1=NC=NC2=CC(=C(C=C12)OCC)OCC)C=1C(=NN(C1)C)C(F)(F)F 7-((1H-imidazol-1-yl)methyl)-2-(6,7-diethoxyquinazolin-4-yl)-5-(1-methyl-3-(trifluoromethyl)-1H-pyrazol-4-yl)-3,4-dihydroisoquinolin